ClC1=C2C(=CNC2=CC=C1)SC#N 4-Chloro-3-thiocyano-1H-indole